C(C)C1=CC=2C(C3=CC=CC=C3SC2C(=C1)CC)=O 2,4-diethyl-thioxanthene-9-one